2,3-butylene diisocyanate CC(C(C)N=C=O)N=C=O